O=C1N(CC=2C3=C(C=CC12)C=CC(=C3)C3=NC=CC=C3)CC(C(=O)NCC(=O)OC)=C methyl 2-[2-[[3-oxo-8-(2-pyridyl)-1H-benzo[e]isoindol-2-yl]methyl]prop-2-enoylamino]acetate